NC1=NC(=NC(=C1N)O)S 4,5-diamino-6-hydroxy-2-sulfanylpyrimidine